C(C)(=O)N1CCC2(CC2C(=O)Cl)CC1 6-acetyl-6-azaspiro[2.5]octane-1-carbonyl chloride